COC1=C(C=CC(=C1)C)C=1C=2C(C(=NN1)O)=CSC2 4-(2-methoxy-4-methylphenyl)thieno[3,4-d]Pyridazin-1-ol